NC1=C(N=CC(=N1)N1CCC2(CC1)[C@@H](C1=CC(=CC=C1C2)N2C=NC=C2)N)SC2=C(C(=NC=C2)N)Cl (S)-1'-(6-amino-5-((2-amino-3-chloropyridin-4-yl)thio)pyrazin-2-yl)-6-(1H-imidazol-1-yl)-1,3-dihydrospiro[indene-2,4'-piperidin]-1-amine